ClC=1C=C(CNCC(=O)N[C@H]2[C@H]3CC[C@@H](C2)N3C#N)C=CC1 (3-chlorobenzyl)-N-((1R,2R,4S)-7-cyano-7-azabicyclo[2.2.1]heptan-2-yl)glycinamide